(1S,2S)-2-fluoro-N-[3-(6-methoxy-1-[[2-(trimethylsilyl)ethoxy]methyl]indazol-5-yl)-1-[[2-(trimethylsilyl)ethoxy]methyl]pyrazolo[3,4-b]pyridin-6-yl]cyclopropane-1-carboxamide F[C@@H]1[C@@H](C1)C(=O)NC1=CC=C2C(=N1)N(N=C2C=2C=C1C=NN(C1=CC2OC)COCC[Si](C)(C)C)COCC[Si](C)(C)C